CC(C)(C)SN (S-S)-2-methyl-2-propanesulfenamide